C(C)(C)(C)OC(=O)N1[C@@]2(C(N([C@H](C1)C2)CC21CC(C2)C1)=O)CO (1R,4S)-5-(bicyclo[1.1.1]pent-1-ylmethyl)-1-(hydroxymethyl)-6-oxo-2,5-diazabicyclo[2.2.1]heptane-2-carboxylic acid tert-butyl ester